NC(C(CCC(=O)OC(C)(C)C)N1C(C2=CC=C(C(=C2C1)N)Br)=O)=O tert-butyl 5-amino-4-(4-amino-5-bromo-1-oxoisoindolin-2-yl)-5-oxopentanoate